3-fluoro-4-[1-[3-[2-[(5-methyltetrazol-2-yl)methyl]-4-(trifluoromethyl)phenyl]propanoyl]-piperidin-4-yl]sulfinylbenzenesulfonamide FC=1C=C(C=CC1S(=O)C1CCN(CC1)C(CCC1=C(C=C(C=C1)C(F)(F)F)CN1N=C(N=N1)C)=O)S(=O)(=O)N